S1C=NC2=C1C=C(C=C2)C(=O)N2C(CN(CC2)[C@H](C(=O)NC2=NC=C(N=C2)OC2=C(C=C(C=C2)F)F)C)(C)C (S)-2-(4-(benzo[d]thiazole-6-carbonyl)-3,3-dimethylpiperazin-1-yl)-N-(5-(2,4-difluorophenoxy)pyrazin-2-yl)propanamide